FC(CCC=1C(=NON1)C(=O)OCC)(F)F ethyl 4-(3,3,3-trifluoropropyl)-1,2,5-oxadiazole-3-carboxylate